N-(2-(3-((2-methoxy-4-(methylsulfonyl)phenyl)amino)prop-1-yn-1-yl)-3-(2,2,2-trifluoroethyl)benzo[b]thiophen-7-yl)-2-azabicyclo[2.2.1]heptan-5-amine COC1=C(C=CC(=C1)S(=O)(=O)C)NCC#CC1=C(C2=C(S1)C(=CC=C2)NC2C1CNC(C2)C1)CC(F)(F)F